OC1=C(C=CC2=CC=CC=C12)C(=O)NO 1-hydroxy-2-naphthalinehydroxamic acid